NC1=C(C(=O)N2CCC(CC2)C2=C3C(=NC=C2)NC(N3)=O)C=CC(=C1)OC(F)(F)F 7-(1-(2-amino-4-(trifluoromethoxy)benzoyl)piperidin-4-yl)-1,3-dihydro-2H-imidazo[4,5-b]pyridin-2-one